COC1=CC=C(C=C1)[C@H]1[C@@H](C[C@H]1C1=NC=CC=C1)C(=O)C1=CC=CC=C1 ((1r,2r,3r)-2-(4-methoxyphenyl)-3-(pyridin-2-yl)cyclobutyl)(phenyl)methanone